2,6-dibromobenzoyl chloride BrC1=C(C(=O)Cl)C(=CC=C1)Br